C1=CC(=CC=C1N=NC2=C(C=C3C=C(C(=C(C3=C2N)O)N=NC4=CC=C(C=C4)S(=O)(=O)[O-])S(=O)(=O)[O-])S(=O)(=O)[O-])[N+](=O)[O-] The molecule is an organosulfonate oxoanion obtained by deprotonation of the sulfonic acid groups of naphthalene blue black CS (acid form). It is a conjugate base of a naphthalene blue black CS (acid form).